ClC=1C=C(C=CC1)/C=C/C(=O)O (E)-3-(3-chlorophenyl)acrylic acid